(E)-3-(((5-ethyl-2-hydroxyphenyl)imino)methyl)-4-hydroxybenzonitrile C(C)C=1C=CC(=C(C1)\N=C\C=1C=C(C#N)C=CC1O)O